(S) or (R)-N-(amino(4-(2-hydroxypropan-2-yl)thiophen-2-yl)(oxo)-λ6-sulfaneylidene)-2-(3-fluoro-2,6-diisopropylphenyl)acetamide N[S@@](=NC(CC1=C(C(=CC=C1C(C)C)F)C(C)C)=O)(=O)C=1SC=C(C1)C(C)(C)O |o1:1|